C1=C(C=CC=2C3=CC=CC=C3NC12)CC(=O)NCC1=C(C(=CC=C1)C(F)(F)F)Cl 2-(9H-carbazol-2-yl)-N-(2-chloro-3-(trifluoromethyl)benzyl)acetamide